C(C)(C)(C)OC(=O)N1C[C@@H](CC1)NC1=NN=C(C2=CC=CC=C12)Cl (R)-3-((4-chlorophthalazin-1-yl)amino)pyrrolidine-1-carboxylic acid tert-butyl ester